C(C)(=O)NC1=C(C(=O)N(C)C)C=CC(=C1)C1=CN(C2=NC=C(N=C21)C2=CC(=C1CCN(CC1=C2)C)C)S(=O)(=O)C2=CC=C(C)C=C2 2-acetamido-4-(2-(2,5-dimethyl-1,2,3,4-tetrahydroisoquinolin-7-yl)-5-tosyl-5H-pyrrolo[2,3-b]pyrazin-7-yl)-N,N-dimethylbenzamide